C(=O)O.NC1=NN=C(C2=CC(=CC=C12)C=1C=C(C=CC1)B(O)O)C1CC1 [3-(1-amino-4-cyclopropylphthalazin-6-yl)phenyl]boronic acid formate salt